α-D-trehalose C([C@@H]1[C@H]([C@@H]([C@H]([C@H](O1)O[C@@H]2[C@@H]([C@H]([C@@H]([C@H](O2)CO)O)O)O)O)O)O)O